FC=1C=NC(=NC1)C=1C(=NC(=CC1)C)C(=O)N1[C@@H]2[C@@H](C[C@H](C1)CC2)NC2=NC=C(C=C2)C(F)(F)F (3-(5-fluoropyrimidin-2-yl)-6-methylpyridin-2-yl)((1S,4R,6R)-6-((5-(trifluoromethyl)pyridin-2-yl)amino)-2-azabicyclo[2.2.2]oct-2-yl)methanone